2-[20-carbamoyl-12-[4-(diaminomethylideneamino)butyl]-3-(1H-indol-3-ylmethyl)-2,5,8,11,14,22-hexaoxo-17,18-dithia-1,4,7,10,13,21-hexazabicyclo[21.3.0]hexacosan-6-yl]acetic acid C(N)(=O)C1CSSCCC(NC(C(NCC(NC(C(NC(C(N2CCCC2C(N1)=O)=O)CC1=CNC2=CC=CC=C12)=O)CC(=O)O)=O)=O)CCCCN=C(N)N)=O